methyl 2-((2-chloro-5-cyanophenyl) amino)-2-oxoacetate ClC1=C(C=C(C=C1)C#N)NC(C(=O)OC)=O